CC1=CC=C(C=C1)C1(SCCCS1)\C=C\C=C(C1=CC=C(C=C1)OC#CC)C1=CC=C(C=C1)OC#CC (E)-2-(4-methylphenyl)-2-(4,4-bis(4-propynyloxyphenyl)-1,3-butadienyl)-1,3-dithiane